N1[C@H](CCC1)CNC(C1=CC=CC=C1)=O N-{[(2R)-pyrrolidin-2-yl]methyl}benzamide